CC1(C2=CC=CC=C2C=2C=CCC(C12)=O)C 9,9-dimethyl-9H-fluorenone